D-lysergic acid α-hydroxyethylamide OC(C)NC(=O)[C@H]1CN(C)[C@@H]2CC3=CNC4=CC=CC(C2=C1)=C34